CN1C[C@H](C(=CC1)C1=CC=C(CN2C=CC3=CC(=CC=C23)N2N=C(C=C2C)C(=O)N)C=C1)C (S)-1-(1-(4-(1,3-Dimethyl-1,2,3,6-tetrahydropyridin-4-yl)benzyl)-1H-indol-5-yl)-5-methyl-1H-pyrazol-3-carboxamid